NC=1N=C(SC1C(C1=CC=C(C=C1)OCC(=O)NC1=CC=C(C=C1)C)=O)N(C1=CC=C(C=C1)F)C(C(=O)N)C (N-[4-Amino-5-[4-[2-(4-methylanilino)-2-oxoethoxy]benzoyl]thiazol-2-yl]-4-fluoroanilino)propanamid